(S)-3-chloro-N-(1-((1-cyanocyclopropyl)amino)-1-oxo-3-(7-(trifluoromethyl)benzo[d]oxazol-2-yl)propan-2-yl)phenylpropionamide ClC=1C=C(C=CC1)[C@@H](C(=O)NC(C(=O)NC1(CC1)C#N)CC=1OC2=C(N1)C=CC=C2C(F)(F)F)C